methyl 3-(3-(3-(5-cyanopyrazolo[1,5-a]pyridine-3-carboxamido)-5-fluoro-4-methylphenyl)-1,2,4-oxadiazol-5-yl)azetidine-1-carboxylate C(#N)C1=CC=2N(C=C1)N=CC2C(=O)NC=2C=C(C=C(C2C)F)C2=NOC(=N2)C2CN(C2)C(=O)OC